C(=O)=C1CCC(CC1)C(=O)O 4-CARBONYLCYCLOHEXANECARBOXYLIC ACID